2-(6-ethylpyridin-2-yl)-5,6-dihydro-4H-pyrrolo[1,2-b]pyrazol C(C)C1=CC=CC(=N1)C=1C=C2N(N1)CCC2